(1R,3s,5S)-tert-butyl 3-(6-chloro-4-formylpyridazin-3-ylamino)-8-azabicyclo[3.2.1]octane-8-carboxylate ClC1=CC(=C(N=N1)NC1C[C@H]2CC[C@@H](C1)N2C(=O)OC(C)(C)C)C=O